bis((triethoxysilyl)propyl)disulfane tert-butyl-3-(4-((2,3-difluorophenyl)amino)quinazolin-6-yl)-3-methylazetidine-1-carboxylate C(C)(C)(C)OC(=O)N1CC(C1)(C)C=1C=C2C(=NC=NC2=CC1)NC1=C(C(=CC=C1)F)F.C(C)O[Si](OCC)(OCC)CCCSSCCC[Si](OCC)(OCC)OCC